C(C(C)(C)C)OC(C(C(C(=O)OCC(C)(C)C)CC)(C(C)C)CC)=O dineopentyl-2,3-diethyl-2-isopropylsuccinate